(S)-1-(4-(3-(4-fluorophenoxy)benzyl)-2-methylpiperazine-1-carbonyl)-1H-pyrazole-3-carboxylic acid FC1=CC=C(OC=2C=C(CN3C[C@@H](N(CC3)C(=O)N3N=C(C=C3)C(=O)O)C)C=CC2)C=C1